OC1CN(CC1CC(C)C)C(=O)OC(C)(C)C tert-butyl 3-hydroxy-4-isobutylpyrrolidine-1-carboxylate